(R)-benzyl 2-(4-(dimethoxymethyl)pyrimidin-2-yl)pyrrolidine-1-carboxylate COC(C1=NC(=NC=C1)[C@@H]1N(CCC1)C(=O)OCC1=CC=CC=C1)OC